NC1=C(C=NN1)C(=O)NC 5-amino-N-methyl-1H-pyrazole-4-carboxamide